2-(2-butoxyethoxy)ethan-1-ol C(CCC)OCCOCCO